ethyl 3-(2-((5-(3-(aminomethyl)phenyl)naphthalen-2-yl)methoxy)phenyl)propanoate NCC=1C=C(C=CC1)C1=C2C=CC(=CC2=CC=C1)COC1=C(C=CC=C1)CCC(=O)OCC